{3-[4-(1-methyl-4-piperidylamino)-1-(2,2,2-trifluoroethyl)-6-indolyl]-2-propynylamino}benzamide CN1CCC(CC1)NC1=C2C=CN(C2=CC(=C1)C#CCNC1=C(C(=O)N)C=CC=C1)CC(F)(F)F